ClC1=C(C=CC=C1)NCC(=O)O (R)-o-chlorophenyl-glycine